C(C)(C)(C)OC(=O)N1C2CCC2N(CC1)C=1C(C=2C(=NC=C(N2)Br)NC1CC)=O rac-tert-butyl-5-(2-bromo-6-ethyl-8-oxo-5,8-dihydropyrido[2,3-b]pyrazin-7-yl)-2,5-diazabicyclo[4.2.0]octane-2-carboxylate